O[C@H]1COCC[C@@H]1NC(=S)NC(OC(C)(C)C)=O |r| tert-Butyl N-{[(3RS,4SR)-3-hydroxytetrahydropyran-4-yl]carbamothioyl}carbamate